(3,5-difluoro-4-methylphenyl)boric acid FC=1C=C(C=C(C1C)F)OB(O)O